(R)-2-(5-fluoro-4-(piperidin-3-ylamino)phthalazin-1-yl)-5-methylphenol FC1=C2C(=NN=C(C2=CC=C1)C1=C(C=C(C=C1)C)O)N[C@H]1CNCCC1